N-[2-(3-hydroxy-3-methyl-butyl)-6-morpholino-1-oxo-isoindolin-5-yl]pyrazolo[1,5-a]pyrimidine-3-carboxamide OC(CCN1C(C2=CC(=C(C=C2C1)NC(=O)C=1C=NN2C1N=CC=C2)N2CCOCC2)=O)(C)C